4-(3-methoxyphenoxy)piperidine COC=1C=C(OC2CCNCC2)C=CC1